CC1=C(C=CC(=C1)N1CCNCC1)NC(C1=CC=C(C=C1)C=1CCNCC1)=O N-(2-methyl-4-(piperazin-1-yl)phenyl)-4-(1,2,3,6-tetrahydropyridin-4-yl)benzamide